OC=1C(=NC=C(N1)C)C(=O)OCC ethyl 3-hydroxy-5-methylpyrazine-2-carboxylate